monobromo thiol BrS